S-[2-[(E)-tert-butylsulfinyliminomethyl]-4-methoxy-phenyl] ethanethioate C(C)(SC1=C(C=C(C=C1)OC)/C=N/S(=O)C(C)(C)C)=O